bis(3,4-di-tert-butoxyphenyl)phenylsulfonium C(C)(C)(C)OC=1C=C(C=CC1OC(C)(C)C)[S+](C1=CC=CC=C1)C1=CC(=C(C=C1)OC(C)(C)C)OC(C)(C)C